C1=NC=CC2=CC=C(C=C12)C1CC2(CNC2)C1 6-(isoquinolin-7-yl)-2-azaspiro[3.3]heptan